BrC=1C2=C(C(=NC1)NCC=1C=C(C=CC1)NC(CC1=CC=CC=C1)=O)CCO2 N-(3-(((7-Bromo-2,3-dihydrofuro[3,2-c]pyridin-4-yl)amino)methyl)phenyl)-2-phenylacetamide